3-(3-piperidinyl-propionyl)-7-styrylcoumarin hydrochloride Cl.N1(CCCCC1)CCC(=O)C=1C(OC2=CC(=CC=C2C1)C=CC1=CC=CC=C1)=O